4-chloro-5-((((R)-4,4-dioxido-1,4-oxathian-3-yl)methyl)amino)pyridazin-3(2H)-one ClC=1C(NN=CC1NC[C@@H]1COCCS1(=O)=O)=O